(S)-6-chloro-3,4-dihydro-2H-benzo[b][1,4]oxazine-2-carboxylic acid ClC1=CC2=C(O[C@@H](CN2)C(=O)O)C=C1